allylphenylsilyl-(1,2,4-triazole) C(C=C)[SiH](C1=CC=CC=C1)C1=NNC=N1